2-vinyl-4,6-difluoroaniline C(=C)C1=C(N)C(=CC(=C1)F)F